FC(OC=1C=C(C(=O)O)C=C(C1)C(F)F)(F)F 3-(trifluoromethoxy)-5-(difluoromethyl)benzoic acid